N-(2-acetoxyethyl)bis[2-(ethoxycarbonyl)ethyl]amine C(C)(=O)OCCN(CCC(=O)OCC)CCC(=O)OCC